C1(CCCC1)N1C(=CC2=C1N=C(N=C2)NC2=CC=C(C=C2)C(NCCCCCCOC2=C1C(N(C(C1=CC=C2)=O)C2C(N(C(CC2)=O)C)=O)=O)=O)C(=O)N(C)C 7-cyclopentyl-N,N-dimethyl-2-((4-((6-((2-(1-methyl-2,6-dioxopiperidin-3-yl)-1,3-dioxoisoindolin-4-yl)oxy)hexyl)carbamoyl)phenyl)amino)-7H-pyrrolo[2,3-d]pyrimidine-6-carboxamide